C(CC(C)C)C1=CC=C2C(=N1)N(C(N2C(=O)N)=O)C iso-Pentyl-3-methyl-2-oxo-2,3-dihydro-1H-imidazo[4,5-b]pyridine-1-carboxamide